C(=O)(O)N1C=C([C@]2([C@H](O)[C@H](O)[C@@H](CO)O2)C)C(NC1=O)=O 1-carboxy-methyl-pseudouridine